8-benzyloxy-5-oxiranyl-(1H)-quinolin-2-one C(C1=CC=CC=C1)OC=1C=CC(=C2C=CC(NC12)=O)C1OC1